3-[[(2R)-2-chloro-2-fluoro-acetyl]-[[(1R,2S,5S)-3-[(2S)-2-[(2,2-difluoroacetyl)amino]-3,3-dimethyl-butanoyl]-6,6-dimethyl-3-azabicyclo[3.1.0]hexane-2-carbonyl]amino]amino]propanamide Cl[C@H](C(=O)N(CCC(=O)N)NC(=O)[C@@H]1[C@H]2C([C@H]2CN1C([C@H](C(C)(C)C)NC(C(F)F)=O)=O)(C)C)F